β-aminoethyl ether NCCOCCN